ClC=1C=C(C=CC1)[C@@H](C)N(CCNC(OC(C)(C)C)=O)CC tert-butyl N-[2-[[(1R)-1-(3-chlorophenyl)ethyl]-ethyl-amino]ethyl]carbamate